(((7-chloro-4-oxo-3,4-dihydropyrido[2,3-d]pyrimidin-2-yl)methyl)thio)piperidine-1-carboxylic acid tert-butyl ester C(C)(C)(C)OC(=O)N1C(CCCC1)SCC=1NC(C2=C(N1)N=C(C=C2)Cl)=O